2,4,6-tri(4-aminophenyl)pyridine NC1=CC=C(C=C1)C1=NC(=CC(=C1)C1=CC=C(C=C1)N)C1=CC=C(C=C1)N